methylidynebenzenaminium C#[N+]C1=CC=CC=C1